COC(CC1CCN(CC1)C=1C(=C(C=CC1)C1C(NC(CC1)=O)=O)F)OC 3-[3-[4-(2,2-dimethoxyethyl)-1-piperidyl]-2-fluorophenyl]-piperidine-2,6-dione